methyl N-[4-methyl-5-({4-[(2S)-2-({8-[(2S)-2-(trifluoromethyl)pyrrolidine-1-carbonyl]quinazolin-4-yl}amino)propyl]piperazin-1-yl}sulfonyl)-1,3-thiazol-2-yl]carbamate CC=1N=C(SC1S(=O)(=O)N1CCN(CC1)C[C@H](C)NC1=NC=NC2=C(C=CC=C12)C(=O)N1[C@@H](CCC1)C(F)(F)F)NC(OC)=O